CC1(NCCC(C1)N1CCN(CC1)C)C 1-(2,2-dimethylpiperidin-4-yl)-4-methylpiperazine